C1(CCC1)N1CCN(CC1)C1=CC=CC(=N1)C=1N=NNC1 4-(6-(4-cyclobutylpiperazin-1-yl)pyridin-2-yl)-1H-1,2,3-triazol